tert-butyl N-(5,6,8-trimethylimidazo[1,2-a]pyrazin-2-yl)carbamate CC1=C(N=C(C=2N1C=C(N2)NC(OC(C)(C)C)=O)C)C